((2R,3S,4R,5R)-5-(4-aminopyrrolo[2,1-f][1,2,4]triazin-7-yl)-5-cyano-3,4-dihydroxytetrahydrofuran-2-yl) methyl (2-(octadecyloxy) ethyl) phosphate P(=O)(O[C@H]1O[C@@]([C@@H]([C@@H]1O)O)(C#N)C1=CC=C2C(=NC=NN21)N)(OC)OCCOCCCCCCCCCCCCCCCCCC